cyclopentadienyl-(1,2-dimethoxyethane) zirconium trichloride [Cl-].[Cl-].[Cl-].[Zr+3].C1(C=CC=C1)C(COC)OC